1-(2-methyl-5-(5-(4-methylpiperazin-1-yl)-1H-benzo[d]imidazol-2-yl)-4-(pyridin-3-yl)-1H-pyrrol-3-yl)ethan-1-one CC=1NC(=C(C1C(C)=O)C=1C=NC=CC1)C1=NC2=C(N1)C=CC(=C2)N2CCN(CC2)C